O=C1NC(CCC1N1C(N(C2=C1C=CC(=C2)C=2C(=NN(C2)CC(=O)O)C)C)=O)=O 2-[4-[1-(2,6-dioxo-3-piperidyl)-3-methyl-2-oxo-benzimidazol-5-yl]-3-methyl-pyrazol-1-yl]acetic acid